The molecule is an inositol phosphate oxoanion obtained by deprotonation of the phospho groups of 1D-myo-inositol 1,3-biphosphate; major species at pH 7.3. It is a conjugate base of a myo-inositol 1,3-bisphosphate. [C@H]1([C@H](C([C@H]([C@@H](C1O)O)OP(=O)([O-])[O-])O)OP(=O)([O-])[O-])O